NC1=CC=C(C=C1)C#CC1=CC=C(C=C1)N 1,2-bis(4-aminophenyl)acetylene